BrC1=CC(=CS1)CC#N 2-(5-bromothien-3-yl)acetonitrile